cumyl tert-butyl peroxide C(C)(C)(C)OOC(C)(C)C1=CC=CC=C1